2-[4-[(3S)-3-piperidinyl]phenyl]indazole-7-carboxamide N1C[C@@H](CCC1)C1=CC=C(C=C1)N1N=C2C(=CC=CC2=C1)C(=O)N